C([O-])([O-])=O.[Ga+3].C([O-])([O-])=O.C([O-])([O-])=O.[Ga+3] Gallium carbonat